N-[3-chloro-4-[4-(piperidine-4-carbonyl)piperazine-1-carbonyl]phenyl]-1-methyl-5-[4-(1H-pyrazol-4-yl)phenyl]imidazole-2-carboxamide ClC=1C=C(C=CC1C(=O)N1CCN(CC1)C(=O)C1CCNCC1)NC(=O)C=1N(C(=CN1)C1=CC=C(C=C1)C=1C=NNC1)C